COC1=CC=C(C(=O)N[C@H]2C[C@H](CCC2)NC2=CC(=NC3=CC=C(C=C23)C)C(F)(F)F)C=C1 4-methoxy-N-[(1r,3s)-3-{[6-methyl-2-(trifluoromethyl)quinolin-4-yl]amino}cyclohexyl]benzamide